3-(2-chlorophenyl)-7-methyl-1H-indole-2-carboxylic acid ClC1=C(C=CC=C1)C1=C(NC2=C(C=CC=C12)C)C(=O)O